4-(4-chlorobutyl)oxybenzoyl-L-lysine ClCCCCOC1=CC=C(C(=O)N[C@@H](CCCCN)C(=O)O)C=C1